(R)-N-(2-Fluoro-3-hydroxy-3-methylbutyl)-4-(isopropylamino)-2-(pyridin-3-yl)thieno[2,3-b]pyridin-5-carboxamid F[C@H](CNC(=O)C=1C(=C2C(=NC1)SC(=C2)C=2C=NC=CC2)NC(C)C)C(C)(C)O